1,4-Bis(dimethoxyphenylsilyl)benzol CO[Si](C1=CC=C(C=C1)[Si](C1=CC=CC=C1)(OC)OC)(C1=CC=CC=C1)OC